diacetyl-nickel C(C)(=O)[Ni]C(C)=O